C(CCCCCCC[C@H](CC(=O)O)O)CCCCCCCO The molecule is a dihydroxy monocarboxylic acid that is 8-hydroxyoctadecanoic acid (18-hydroxystearic acid1) in which the pro-R hydrogen beta to the carboxy group is replaced by a hydroxy group. It is a 3-hydroxy carboxylic acid, an omega-hydroxy fatty acid, a dihydroxy monocarboxylic acid and a hydroxyoctadecanoic acid.